C1=CC(=O)C(=O)NN=C1 diazepinedione